FC1(OC2=C(O1)C=CC(=C2)N(C(C2=CC(=CC=C2)N2N=C(C=1CCCC(C21)=O)C(F)(F)F)=O)C)F N-(2,2-difluoro-1,3-benzodioxol-5-yl)-N-methyl-3-[7-oxo-3-(trifluoromethyl)-5,6-dihydro-4H-indazol-1-yl]benzamide